ClC1=C(C=NN(C1=O)C1CCN(CC1)S(=O)(=O)N(CCO)C1=CC=C(C=C1)C#N)NCC1COCCC1 4-[5-chloro-6-oxo-4-(tetrahydropyran-3-ylmethylamino)pyridazin-1-yl]-N-(4-cyanophenyl)-N-(2-hydroxyethyl)piperidine-1-sulfonamide